C(#N)C1=CC=C(C(=O)N[C@H](C(=O)N2CCC(CC2)(C)O)CCCN[C@H]2[C@@H](C2)C2=CC=C(C=C2)F)C=C1 4-Cyano-N-[(2S)-5-[[(1R,2S)-2-(4-fluorophenyl)cyclopropyl]amino]-1-(4-hydroxy-4-methylpiperidin-1-yl)-1-oxopentan-2-yl]benzamide